NC=1C(=NNC1Cl)C=O 4-AMINO-5-CHLORO-1H-PYRAZOLE-3-CARBALDEHYDE